7-(4-((4-methylpiperazin-1-yl)methyl)-1H-benzo[d]imidazol-2-yl)-4-(1H-pyrrolo[2,3-b]pyridin-3-yl)isoindol-1-one CN1CCN(CC1)CC1=CC=CC=2NC(=NC21)C=2C=CC(=C1C=NC(C21)=O)C2=CNC1=NC=CC=C12